F[B-](F)(F)F.C(CCCCC)N1C=[N+](C=C1)C 1-hexyl-3-Methyl-imidazolium tetrafluoroborate